(3S)-N-{[3-(8-{[(3S,4R)-3-fluoro-1-methylpiperidin-4-yl]amino}-3-[(trifluoromethyl)sulfanyl]indolizin-2-yl)-1,2,4-oxadiazol-5-yl]methyl}-3-hydroxybutanamide F[C@H]1CN(CC[C@H]1NC1=CC=CN2C(=C(C=C12)C1=NOC(=N1)CNC(C[C@H](C)O)=O)SC(F)(F)F)C